non-1-ene C=CCCCCCCC